CC=1C=C(CN2CCN(CC2)CCCC2OC(C3=CC=CC=C23)=O)C=CC1 3-(3-(4-(3-methylbenzyl)piperazin-1-yl)propyl)-1(3H)-isobenzofuranone